N-(2-trifluoromethyl-4-chlorophenyl)-2-oxo-cyclohexenyl-sulfonamide FC(C1=C(C=CC(=C1)Cl)NS(=O)(=O)C=1C(CCCC1)=O)(F)F